NC1=NC2=CC(=CC=C2C(=N1)NCC1=CC=C(C=C1)B(O)O)OC 4-(((2-amino-7-methoxyquinazolin-4-yl)amino)methyl)phenylboronic acid